6-methyl-1,4-oxazepan CC1CNCCOC1